C1CCC=2N1C1=C(N2)C=CC(=C1)C(=O)O 2,3-dihydro-1H-benzo[d]pyrrolo[1,2-a]imidazole-7-carboxylic acid